4-[3-(4,4,5,5-tetramethyl-[1,3,2]dioxaborolan-2-yl)-benzyloxy]-1,1a,6,6a-tetrahydro-cyclopropa[a]indene-1-carboxylic acid, ethyl ester CC1(OB(OC1(C)C)C=1C=C(COC2=CC=3CC4C(C3C=C2)C4C(=O)OCC)C=CC1)C